C1(=CC(=C(C=2C3=C(C(=CC(=C3NC12)[2H])[2H])[2H])[2H])B(O)O)[2H] (9H-carbazol-3-yl-1,4,5,6,8-d5)boronic acid